N-(5-chloro-4-(1-(cyclopropanesulfonyl)-1H-pyrazol-4-yl)pyrimidin-2-yl)-2-methyl-3-(4-(8-methyl-3,8-diazabicyclo[3.2.1]oct-3-yl)piperidin-1-yl)-2H-indazol-6-amine ClC=1C(=NC(=NC1)NC=1C=CC2=C(N(N=C2C1)C)N1CCC(CC1)N1CC2CCC(C1)N2C)C=2C=NN(C2)S(=O)(=O)C2CC2